methoxyethylthymidine COCC[C@@]1(C[C@H](O)[C@@H](CO)O1)N1C(=O)NC(=O)C(C)=C1